9-bromononyl tridecan-7-yl carbonate C(OCCCCCCCCCBr)(OC(CCCCCC)CCCCCC)=O